S1C=NC=C1 thiazaole